iodo-6-(morpholin-4-yl)pyridin-2-amine IC=1C(=NC(=CC1)N1CCOCC1)N